1,3,4,5-tetrahydrobenzo[cd]indol N1C=C2C=3C(=CC=CC13)CCC2